FC1=CC=C(C=C1)NC(CC(=O)OCC)=O ethyl 3-(4-fluorophenylamino)-3-oxopropionate